5-(tert-butoxymethyl)-N,N-dicyclopentyl-2-phenyl-1H-indol-7-amine C(C)(C)(C)OCC=1C=C2C=C(NC2=C(C1)N(C1CCCC1)C1CCCC1)C1=CC=CC=C1